C(CCCC)C(CCCCCC)OCCO 2-[(1-n-pentylheptyl)oxy]ethanol